C(C)(=O)O[C@@]1(C(OCC=2C(N3CC=4C(=NC=5C=C(C(=C6C5C4[C@@H](CC6)[C@@H](C=C)NC(C)=O)C)F)C3=CC21)=O)=O)CC (1R,9S)-1-((R)-1-acetamidoallyl)-9-ethyl-5-fluoro-4-methyl-10,13-dioxo-2,3,9,10,13,15-hexahydro-1H,12H-benzo[de]pyrano[3',4':6,7]indolizino[1,2-b]quinolin-9-yl acetate